6-(trifluoromethyl)picolinamide formate C(=O)O.FC(C1=CC=CC(=N1)C(=O)N)(F)F